N4-[(1S)-1-[2-[tert-butyl(dimethyl)silyl]oxyethyl]pentyl]quinazoline-2,4-diamine [Si](C)(C)(C(C)(C)C)OCC[C@H](CCCC)NC1=NC(=NC2=CC=CC=C12)N